(S)-4-(pyrazolo[1,5-a]pyridin-2-yl)-5-(5-(trifluoromethyl)pyridin-2-yl)-4,5,6,7-tetrahydro-1H-imidazo[4,5-c]pyridine N1=C(C=C2N1C=CC=C2)[C@H]2N(CCC1=C2N=CN1)C1=NC=C(C=C1)C(F)(F)F